C1(C=CC(N1C=1C=C(C(=O)C2C(=O)N(C(C2)=O)O)C=CC1)=O)=O m-maleimidobenzoyl-N-hydroxysuccinimide